C1(=CC=CC=C1)CCC(CC(CC(C)C1=CC=CC=C1)C1=CC=CC=C1)C1=CC=CC=C1 1,3,5,7-tetraphenyloctane